8-(2,4-Dichlorophenyl)-9-(4-(1-fluoro-1-(1-(3-fluoropropyl)azetidin-3-yl)ethyl)phenyl)-6,7-dihydro-5H-benzo[7]annulen ClC1=C(C=CC(=C1)Cl)C=1CCCC2=C(C1C1=CC=C(C=C1)C(C)(C1CN(C1)CCCF)F)C=CC=C2